4-(4-(furan-2-carbonyl)-3,4-dihydro-2H-pyrido[4,3-b][1,4]oxazine-8-yl)benzonitrile O1C(=CC=C1)C(=O)N1C2=C(OCC1)C(=CN=C2)C2=CC=C(C#N)C=C2